C(C)(C)(C)OC(=O)N(C(OC(C)(C)C)=O)CC1[C@H]2CN(C[C@@H]12)C1=NC=C(C=C1)C=1C=2N(C=C(C1)OCC(C)(C)O)N=CC2C#N tert-butyl (tert-butoxycarbonyl)(((1R,5S,6r)-3-(5-(3-cyano-6-(2-hydroxy-2-methylpropoxy)pyrazolo[1,5-a]pyridin-4-yl)pyridin-2-yl)-3-azabicyclo[3.1.0]hexan-6-yl)methyl)carbamate